ClC1=C(OC=2C=C3CCN(CC3=CC2)CC2=NC=CC=C2)C(=CC(=C1)[N+](=O)[O-])Cl 6-(2,6-Dichloro-4-nitrophenoxy)-2-(pyridin-2-ylmethyl)-3,4-dihydroisoquinoline